phosphorite P([O-])([O-])[O-]